6-(4-amino-2,6-dichlorophenoxy)-2-(3-(trifluoromethyl)benzyl)-3,4-dihydroisoquinoline NC1=CC(=C(OC=2C=C3CCN(CC3=CC2)CC2=CC(=CC=C2)C(F)(F)F)C(=C1)Cl)Cl